2-(((3-butyl-7-methoxy-3-methyl-1,1-dioxido-5-phenyl-2,3,4,5-tetrahydro-1,5-benzothiazepin-8-yl)methyl)thio)acetic acid C(CCC)C1(CS(C2=C(N(C1)C1=CC=CC=C1)C=C(C(=C2)CSCC(=O)O)OC)(=O)=O)C